N-methyl-oxazolidone CN1[CH-]OCC1=O